[4-(azetidin-3-yl)piperazin-1-yl]-[2-chloro-4-[[3-(3-fluoro-4-methoxyphenyl)imidazo[1,2-a]pyrazin-8-yl]amino]phenyl]methanone N1CC(C1)N1CCN(CC1)C(=O)C1=C(C=C(C=C1)NC=1C=2N(C=CN1)C(=CN2)C2=CC(=C(C=C2)OC)F)Cl